O=C1NC(CCC1C1=C(C(=C(C=C1F)N1CCN(CC1)CCC1CCC(CC1)N1N=C2C=C(C(=CC2=C1)C(=O)NC1=CN=C2N1N=CC=C2)OC)C)F)=O 2-((1r,4r)-4-(2-(4-(4-(2,6-Dioxopiperidin-3-yl)-3,5-difluoro-2-methylphenyl)piperazin-1-yl)ethyl)cyclohexyl)-N-(imidazo[1,2-b]pyridazin-3-yl)-6-methoxy-2H-indazole-5-carboxamide